FC(C1=NC=C(C(=C1)B1OC(C(O1)(C)C)(C)C)C)F 2-(difluoromethyl)-5-methyl-4-(4,4,5,5-tetramethyl-1,3,2-dioxaborolan-2-yl)pyridine